4-(2-bromoethoxy)-1,2-difluoro-benzene BrCCOC1=CC(=C(C=C1)F)F